C(CC)C1CCC(CC1)C1CCC(CC1)CCCCC 4-propyl-4'-pentylbicyclohexane